C(C)N1C=NC2=C1N=NC=C2C=2C=CC(=C(C2)C2=C(C1=C(OCC(N1C)=O)C=C2)OC)F 6-(5-(7-Ethyl-7H-imidazo[4,5-c]pyridazin-4-yl)-2-fluorophenyl)-5-methoxy-4-methyl-2H-benzo[b][1,4]oxazin-3(4H)-one